N1=CC=C2C=CC(=CN12)B1OC(C(O1)(C)C)(C)C 2-(1,7a-diaza-6-indenyl)-4,4,5,5-tetramethyl-1,3,2-dioxaborolane